BrC1=C(C=C(C=C1)NC1CCN(CC1)C(=O)OC(C)(C)C)Cl tert-Butyl 4-((4-bromo-3-chlorophenyl)amino)piperidine-1-carboxylate